2-(2,3-dichloro-6-methoxyphenyl)-5-(hydroxymethyl)pyrrolidine-1-carboxylate ClC1=C(C(=CC=C1Cl)OC)C1N(C(CC1)CO)C(=O)[O-]